BrC1=CC=C(C2=C1CCS2(=O)=O)NC(C)=O N-(4-bromo-1,1-dioxo-2,3-dihydro-1λ6-benzothiophen-7-yl)acetamide